[Mo].[V].[Cu] copper-vanadium-molybdenum